N1=C(N=CC=C1)C(C)N(C(C1=CN=CC=C1)=O)CC1=NC=C(C=C1)C(F)(F)F N-(1-(pyrimidin-2-yl)ethyl)-N-((5-(trifluoromethyl)pyridin-2-yl)methyl)nicotinamide